aluminum-zirconium silicate [Si]([O-])([O-])([O-])[O-].[Zr+4].[Al+3]